C(C)(C)(C)N1C=NC=C1 3-tert-butyl-imidazole